C(#N)C1=CC(=C(C(=C1)C(C)C)NC(=O)N=[S@@](=O)(N)C1=C(N=C(S1)C(C)(C)O)CO)C(C)C (S)-N'-((4-cyano-2,6-diisopropylphenyl)carbamoyl)-4-(hydroxymethyl)-2-(2-hydroxypropan-2-yl)thiazole-5-sulfonimidamide